FN1C=CC=2C(=NC=3C=CC=CC3C21)C fluoro-4-methyl-1H-pyrrolo[3,2-c]quinolin